4-fluoro-2-(methoxy-d3)-5-nitroaniline FC1=CC(=C(N)C=C1[N+](=O)[O-])OC([2H])([2H])[2H]